ClC1=C2C(=CC=C1)N(C(C21CCN(CC1)C(=O)C=1C=C2C(=NC1)NN=C2)=O)C(C(=O)NCC(F)(F)F)CN2CCOCC2 2-[4-chloro-2-oxo-1'-(1H-pyrazolo[3,4-b]pyridine-5-carbonyl)spiro[indole-3,4'-piperidin]-1-yl]-3-(morpholin-4-yl)-N-(2,2,2-trifluoroethyl)propionamide